(E)-N-(2,4-bis(benzyloxy)benzylidene)-2-methylpropane-2-sulfinamide C(C1=CC=CC=C1)OC1=C(\C=N\S(=O)C(C)(C)C)C=CC(=C1)OCC1=CC=CC=C1